Bis(4-t-butylbenzoyl)methane C(C)(C)(C)C1=CC=C(C(=O)CC(C2=CC=C(C=C2)C(C)(C)C)=O)C=C1